C(C)(=O)[O-] ACETAT